tert-butyl (1-(4-(4,4,5,5-tetramethyl-1,3,2-dioxaborolan-2-yl)phenyl)azetidin-3-yl)carbamate CC1(OB(OC1(C)C)C1=CC=C(C=C1)N1CC(C1)NC(OC(C)(C)C)=O)C